C[SiH2]C1C(CCC1)[SiH2]C 1,2-Dimethylsilylcyclopentane